5-{7-[({4-[2-(dimethylamino)-1,3-thiazol-4-yl]phenyl}methyl)(2-methoxyethyl)amino]-2,5-dimethylpyrazolo[1,5-a]pyrimidin-3-yl}-N,N,4-trimethylpyridin-2-amine CN(C=1SC=C(N1)C1=CC=C(C=C1)CN(C1=CC(=NC=2N1N=C(C2C=2C(=CC(=NC2)N(C)C)C)C)C)CCOC)C